diethyl 2-benzyl-2-(((2r,3r,4r,5r)-3,4-diacetoxy-5-(2,4-dioxo-3,4-dihydropyrimidin-1(2H)-yl)-3-ethynyl tetrahydrofuran-2-yl) methoxy)-malonate C(C1=CC=CC=C1)C(C(=O)OCC)(C(=O)OCC)OC[C@H]1O[C@H]([C@@H]([C@]1(C#C)OC(C)=O)OC(C)=O)N1C(NC(C=C1)=O)=O